CN1CCC(CC1)C1CCN(CC1)C1=NC=C(C=N1)C1=CC2=C(N=C3COC[C@@H](N32)C3=CC=CC=C3)C=C1 (S)-7-(2-(1'-methyl-[4,4'-bipiperidin]-1-yl)pyrimidin-5-yl)-4-phenyl-3,4-dihydro-1H-benzo[4,5]imidazo[2,1-c][1,4]oxazine